FC1=C(C=CC2=C1N=CS2)NC2=C1C(=NC=C2)SC(=C1)[C@@H]1[C@@H](NCC1)C 4-Fluoro-N-(2-((2S,3S)-2-methylpyrrolidin-3-yl)thieno[2,3-b]pyridin-4-yl)benzo[d]thiazol-5-amine